C(C1=CC=CC=C1)(=O)O[C@H](C(=O)N[C@@H](COC(C1=CC=CC=C1)=O)C1=C(C(=CC(=C1)F)Cl)CCl)C(C)C (S)-1-((R)-2-(benzoyloxy)-1-(3-chloro-2-(chloromethyl)-5-fluorophenyl) ethylamino)-3-methyl-1-oxobutan-2-yl benzoate